N-[5-[3-[(2R)-2-amino-2-phenyl-ethoxy]-5-methyl-isoxazol-4-yl]pyrazolo[1,5-a]pyridin-2-yl]cyclopropanecarboxamide N[C@@H](COC1=NOC(=C1C1=CC=2N(C=C1)N=C(C2)NC(=O)C2CC2)C)C2=CC=CC=C2